CC(CCCCC(=O)CCCCC(=O)N)(C)C 5-trimethylhexanoyl-valeramide